CC1=CNC2=NC=CC(=C21)C=2C=C1C(=NNC1=CC2)N 5-(3-methyl-1H-pyrrolo[2,3-b]pyridin-4-yl)-1H-indazol-3-amine